S-(difluoromethyl)-4-cyanobenzothioate FC(S=C(C1=CC=C(C=C1)C#N)[O-])F